CN(C)CC[C-]1C=CC=C1.[CH-]1C=CC=C1.[Fe+2] N,N-dimethylaminoethyl-ferrocene